4-(3,8-diazabicyclo[4.2.0]oct-8-yl)-5-chloro-N-(1-ethyl-1H-pyrazol-4-yl)-7H-pyrrolo[2,3-d]pyrimidin-2-amine C12CNCCC2CN1C=1C2=C(N=C(N1)NC=1C=NN(C1)CC)NC=C2Cl